OC(C)(C)C1OC(CC1)C 2-(1-Hydroxy-1-methylethyl)-5-methyltetrahydrofuran